C1(CC1)OC(C)C1=NC=CC(=C1)C(C(F)F)O 1-[2-[1-(cyclopropoxy)ethyl]-4-pyridyl]-2,2-difluoro-ethanol